ClC1=CC=C(C(=C1CN1C(N([C@H](C2=CC=C(C=C12)C(=O)NCC1=C(C=C(C=C1F)F)F)C)C)=O)F)F (S)-1-(6-chloro-2,3-difluorobenzyl)-3,4-dimethyl-2-oxo-N-(2,4,6-trifluorobenzyl)-1,2,3,4-tetrahydroquinazoline-7-carboxamide